S(=O)(=O)([O-])[O-].[Mn+2].ClC=1C=C(C(=O)NC2=CC(=C(C=C2)F)C(=O)C=2C=C3N=C(C=NC3=CC2)C#N)C=CC1C(F)(F)F 3-chloro-N-(3-(3-cyanoquinoxaline-6-carbonyl)-4-fluorophenyl)-4-(trifluoromethyl)benzamide manganese sulphate salt